tert-Butyl 4-(2-chloro-3-iodophenyl)piperidine-1-carboxylate ClC1=C(C=CC=C1I)C1CCN(CC1)C(=O)OC(C)(C)C